The molecule is a polyamino carboxylic acid, a tetracarboxylic acid and an ethylenediamine derivative. It has a role as a chelator, an antidote and an anticoagulant. It is a conjugate acid of an EDTA(2-). C(CN(CC(=O)O)CC(=O)O)N(CC(=O)O)CC(=O)O